4-bromo-N-(3-hydroxypropyl)-N,N-dimethylbutan-1-aminium bromide [Br-].BrCCCC[N+](C)(C)CCCO